(3S,8S,9S,10R,13S,14S,17S)-3-ethyl-l-7-((1R,4S)-4-hydroxy-1-methoxy-5-methylhexyl)-10,13-dimethyl-2,3,4,7,8,9,10,11,12,13,14,15,16,17-tetradecahydro-1H-cyclopenta[a]phenanthren-3-ol C(C)[C@@]1(CC[C@@]2([C@H]3CC[C@@]4(CCC[C@H]4[C@@H]3C(C=C2C1)[C@@H](CC[C@@H](C(C)C)O)OC)C)C)O